S(=O)(=O)(O)C1=CC=C(C=C1)N=N[Cr](=O)(=O)(O)O p-sulfophenyl-azochromic acid